C(#N)C(CNC1=C(C=CC(=N1)C(=O)OC)[N+](=O)[O-])(C)C methyl 6-((2-cyano-2-methylpropyl) amino)-5-nitropicolinate